COC=1C=C(C=NC1OC)N 5,6-dimethoxypyridin-3-amine